ClC1=CC(=C(C=N1)C(=O)C1CC1)NCCCO (6-chloro-4-((3-hydroxypropyl)amino)pyridin-3-yl)(cyclopropyl)methanone